3-cyano-N-[(1s,4s)-4-{[2-(trifluoromethyl)quinazolin-4-yl]amino}cyclohexyl]benzamide C(#N)C=1C=C(C(=O)NC2CCC(CC2)NC2=NC(=NC3=CC=CC=C23)C(F)(F)F)C=CC1